8-Bromo-4-(dimethylamino)quinoline-3-carboxylic acid BrC=1C=CC=C2C(=C(C=NC12)C(=O)O)N(C)C